N-(4-(4-(4-Cyanophenyl)piperazin-1-yl)phenyl)-3-fluoro-4-methoxybenzamid C(#N)C1=CC=C(C=C1)N1CCN(CC1)C1=CC=C(C=C1)NC(C1=CC(=C(C=C1)OC)F)=O